5-(4-Fluoro-2-methylphenyl)-N-[3-fluoro-4-[(7-prop-1-en-2-yl-1,5-naphthyridin-4-yl)oxy]phenyl]-4-hydroxy-2-methylpyridine-3-carboxamide FC1=CC(=C(C=C1)C=1C(=C(C(=NC1)C)C(=O)NC1=CC(=C(C=C1)OC1=CC=NC2=CC(=CN=C12)C(=C)C)F)O)C